N,N,N',N'-tetramethyl-N''-[[(1-methylethyl)amino][(1-methylethyl)imino]methyl]guanidine CN(C(=NC(=NC(C)C)NC(C)C)N(C)C)C